COC1=CC=C(C=C1)/C=C/C(=O)N(CC1OCCC1)C1=CC=CC=C1 (E)-3-(4-Methoxyphenyl)-N-phenyl-N-(tetrahydrofuran-2-ylmethyl)prop-2-enamid